C(C)OC1=C(OC2CN(CCC2)C2=CN=CC(=N2)N)C=CC=C1 6-(3-(2-ethoxyphenoxy)piperidin-1-yl)pyrazin-2-amine